(R)-2-(3-cyano-6-methyl-4-(trifluoromethyl)pyridin-2-ylamino)-N-methyl-N-m-tolyl-3-(tritylthio)propenamide C(#N)C=1C(=NC(=CC1C(F)(F)F)C)NC(C(=O)N(C=1C=C(C=CC1)C)C)=CSC(C1=CC=CC=C1)(C1=CC=CC=C1)C1=CC=CC=C1